CC1=C(OC2=C(C=C(C=C2C1=O)C)[C@@H](C)NC1=C(C(=O)O)C=CC=C1)C1=CC=C(C=C1)C1=CC=NN1 2-[[(1R)-1-[3,6-Dimethyl-4-oxo-2-[4-(1H-pyrazol-5-yl)phenyl]chromen-8-yl]ethyl]amino]benzoic acid